C(C)C(C(=O)O)CC(C)C 2-ethyl-4-methyl-pentanoic acid